COC=1C=C(C=CC1N1N=C(C=2C=NC(=CC21)C=2C=NN1C2N=CC=C1)CNC)NS(=O)(=O)CCC N-(3-methoxy-4-(3-((methylamino)methyl)-6-(pyrazolo[1,5-a]pyrimidin-3-yl)-1H-pyrazolo[4,3-c]pyridin-1-yl)phenyl)propane-1-sulfonamide